2-fluoro-4-(2-chloro-4-trifluoromethylphenoxy)aniline tetra(nonan-3-yl)9,9',9'',9'''-(((isophthaloylbis(azanediyl))bis(propane-3,1-diyl))bis(azanetriyl))tetranonanoate CCC(CCCCCC)OC(CCCCCCCCN(CCCNC(C=1C=C(C(=O)NCCCN(CCCCCCCCC(=O)OC(CC)CCCCCC)CCCCCCCCC(=O)OC(CC)CCCCCC)C=CC1)=O)CCCCCCCCC(=O)OC(CC)CCCCCC)=O.FC1=C(N)C=CC(=C1)OC1=C(C=C(C=C1)C(F)(F)F)Cl